N[C@H](C=1N=C2N(N=CC(=C2)C(C)(O)[C@@]2(C(N[C@@H](C2)C(F)(F)F)=O)C)C1)C1CCC(CC1)(F)F (3R,5S)-3-(1-(2-((S)-amino(4,4-difluorocyclohexyl)methyl)imidazo[1,2-b]pyridazin-7-yl)-1-hydroxyethyl)-3-methyl-5-(trifluoromethyl)pyrrolidin-2-one